ClC(C(OC1OCCCC1)=N)(Cl)Cl tetrahydro-2H-pyran-2-yl 2,2,2-trichloroacetimidate